(3-bromo-6,7-dihydro-4H-thieno[3,2-c]pyran-4-yl)methanamine BrC1=CSC2=C1C(OCC2)CN